1-(difluoromethyl)-6,6-dimethyl-3-(4-nitrobenzamido)-4,6-dihydropyrrolo[3,4-c]pyrazole-5(1H)-carboxylic acid tert-butyl ester C(C)(C)(C)OC(=O)N1C(C=2N(N=C(C2C1)NC(C1=CC=C(C=C1)[N+](=O)[O-])=O)C(F)F)(C)C